(S)-N-(2-(2-(2-(2-azidoethoxy)ethoxy)ethoxy)ethyl)-2-(4-(4-chlorophenyl)-2,3,9-trimethyl-6H-thieno[3,2-f][1,2,4]triazolo[4,3-a][1,4]diazepin-6-yl)acetamide N(=[N+]=[N-])CCOCCOCCOCCNC(C[C@H]1C=2N(C3=C(C(=N1)C1=CC=C(C=C1)Cl)C(=C(S3)C)C)C(=NN2)C)=O